ClC1=CC=C2C(=N1)N(C(=C2)C2=NN1C(C(=CC(=C1)C(=O)O)OC)=C2C)CC2CC2 2-(6-Chloro-1-(cyclopropylmethyl)-1H-pyrrolo[2,3-b]pyridin-2-yl)-4-methoxy-3-methylpyrazolo[1,5-a]pyridine-6-carboxylic acid